(R)-N-(benzo[d]thiazol-5-yl)-1-((3,3-dimethyl-2,3-dihydrobenzofuran-5-yl)sulfonyl)pyrrolidine-3-carboxamide S1C=NC2=C1C=CC(=C2)NC(=O)[C@H]2CN(CC2)S(=O)(=O)C=2C=CC1=C(C(CO1)(C)C)C2